C(C1=CC=CC=C1)C1=C(C=CC=C1)[N+](C1=CC=CC=C1)(C1=CC=CC=C1)C1=CC=CC=C1 benzyl-tetraphenyl-ammonium